tert-butyl 6-fluoronicotinate FC1=NC=C(C(=O)OC(C)(C)C)C=C1